(1S,2S)-2-(((2-methyl-6-(1-methyl-5-(((4-(pyrazin-2-yl)pyrimidin-2-yl)amino)methyl)-1H-1,2,3-triazol-4-yl)pyridin-3-yl)oxy)methyl)cyclohexane-1-carboxylic acid CC1=NC(=CC=C1OC[C@@H]1[C@H](CCCC1)C(=O)O)C=1N=NN(C1CNC1=NC=CC(=N1)C1=NC=CN=C1)C